N-Methyl-glycine methyl ester COC(CNC)=O